OC1=C(C(=O)C2=CC=CC=C2)C(=C(C=C1)[N+](=O)[O-])O 2,6-dihydroxy-5-nitro-benzophenone